P(OC(C(F)(F)F)C(F)(F)F)(OC(C(F)(F)F)C(F)(F)F)OC(C(F)(F)F)C(F)(F)F tris(1,1,1,3,3,3-hexafluoro-2-propyl) phosphite